1-((5-isopropyl-3,8-dimethyl-azulen-1-yl)sulfonyl)-1H-indole-3-carbaldehyde C(C)(C)C1=CC2=C(C=C(C2=C(C=C1)C)S(=O)(=O)N1C=C(C2=CC=CC=C12)C=O)C